2-[(3,3-difluorocyclobutanecarbonyl)amino]-N-[(1S)-4,4-difluoro-1-[2-(methylamino)-2-oxo-acetyl]pentyl]-5-fluoro-pyridine-3-carboxamide FC1(CC(C1)C(=O)NC1=NC=C(C=C1C(=O)N[C@@H](CCC(C)(F)F)C(C(=O)NC)=O)F)F